(1R,3S,4R)-2-[(2S)-2-(3-chloro-2-methyl-anilino)propanoyl]-N-[(1S)-1-cyano-2-[(3S)-2-oxo-3-piperidyl]ethyl]-5,5-difluoro-2-azabicyclo[2.2.2]octane-3-carboxamide ClC=1C(=C(N[C@H](C(=O)N2[C@H]3CC([C@@H]([C@H]2C(=O)N[C@@H](C[C@H]2C(NCCC2)=O)C#N)CC3)(F)F)C)C=CC1)C